5-(3-methylsulfanyl-4-nitro-phenoxy)-1H-quinoxalin-2-one CSC=1C=C(OC2=C3N=CC(NC3=CC=C2)=O)C=CC1[N+](=O)[O-]